C12(CC(C1)C2)NC(O[C@H]2C[C@H](CC2)C2=NN(C(=C2)NC=2N(C(C=CN2)=O)C)C(C)(C)C)=O (1R,3S)-3-(1-(tert-butyl)-5-((1-methyl-6-oxo-1,6-dihydropyrimidin-2-yl)amino)-1H-pyrazol-3-yl)cyclopentyl bicyclo[1.1.1]pentan-1-ylcarbamate